4-((2s,5r)-4-(1-(4-(difluoromethoxy)-2-fluorophenyl)propyl)-2,5-diethylpiperazin-1-yl)-1-methyl-2-oxo-1,2-dihydropyrido[3,2-d]pyrimidine-6-carbonitrile FC(OC1=CC(=C(C=C1)C(CC)N1C[C@@H](N(C[C@H]1CC)C=1C2=C(N(C(N1)=O)C)C=CC(=N2)C#N)CC)F)F